BrC1=CC(=C(C2=C1C1=C3C(CCN23)CNC(C1)=O)Cl)Cl 11-bromo-8,9-dichloro-1,3,4,4a,5,6-hexahydro-2H-azepino[3,4,5-gh]benzo[b]pyrrolizin-2-one